CC1=C(C(=CC(=C1)C)C)S(=O)(=O)Cl 2,4,6-trimethylbenzenesulfonyl chloride